ClC=1C=C(C=CC1)C=1C(OC2=CC(=CC=C2C1C)N1CCN(CC1)C)=O 3-(3-chlorophenyl)-4-methyl-7-(4-methylpiperazin-1-yl)-2H-chromen-2-one